N-[4-(1-{[6-(trifluoromethyl)pyridin-3-yl]carbonyl}piperidin-4-yl)butyl]-1H-pyrrolo[3,2-c]pyridine-2-carboxamide FC(C1=CC=C(C=N1)C(=O)N1CCC(CC1)CCCCNC(=O)C1=CC=2C=NC=CC2N1)(F)F